COC(=O)C1=CC2=C(N=CN2)C(=C1)F 7-fluoro-benzimidazole-5-carboxylic acid methyl ester